2-[2-[2-[2-[2-(3-methyl-2,6-dioxo-3-piperidyl)-1,3-dioxo-isoindolin-5-yl]oxyethoxy]ethoxy]ethoxy]ethyl 4-methylbenzenesulfonate CC1=CC=C(C=C1)S(=O)(=O)OCCOCCOCCOCCOC=1C=C2C(N(C(C2=CC1)=O)C1(C(NC(CC1)=O)=O)C)=O